C1(CCCCC1)CN1CCN(CC1)C=1SC2=C(C(N1)=O)C(=C(C=C2[N+](=O)[O-])C(F)(F)F)C 2-(4-(cyclohexylmethyl)piperazin-1-yl)-5-methyl-8-nitro-6-(trifluoromethyl)-4H-1,3-benzothiazin-4-one